CCCCCCCC(=O)CCCCCCC Caprylone